rac-2-thioxo-1-(2-((2R,4R)-1-tosyl-4-(trifluoromethyl)piperidin-2-yl)benzyl)-1,2,3,5-tetrahydro-4H-pyrrolo[3,2-d]pyrimidin-4-one S=C1NC(C2=C(N1CC1=C(C=CC=C1)[C@@H]1N(CC[C@H](C1)C(F)(F)F)S(=O)(=O)C1=CC=C(C)C=C1)C=CN2)=O |r|